C(C1=CC=CC=C1)C=1C(=NC=C(N1)C1=CC=CC=C1)NC(C(=O)OC(C)(C)C)CC1=CN=NS1 tert-Butyl 2-((3-benzyl-5-phenylpyrazin-2-yl)amino)-3-(1,2,3-thiadiazol-5-yl)propanoate